Benzyl (1-(3-((tert-butoxycarbonyl)amino)propyl)piperidin-4-yl)carbamate C(C)(C)(C)OC(=O)NCCCN1CCC(CC1)NC(OCC1=CC=CC=C1)=O